4-(Dibutoxymethyl)-1-{4-[(3R)-piperidin-3-yl]phenyl}piperidine Benzyl-(3R)-3-{4-[4-(dibutoxymethyl)piperidin-1-yl]phenyl}piperidine-1-carboxylate C(C1=CC=CC=C1)OC(=O)N1C[C@H](CCC1)C1=CC=C(C=C1)N1CCC(CC1)C(OCCCC)OCCCC.C(CCC)OC(C1CCN(CC1)C1=CC=C(C=C1)[C@@H]1CNCCC1)OCCCC